naphthalen-1,4-bismethanol C1(=CC=C(C2=CC=CC=C12)CO)CO